ClC=1C=C2C=CN(C2=C(C1)C1=C2C(=NC=C1)C=C(S2)CN2C(N(N=CC2=O)CC(F)F)=O)CC2(CCNCC2)C#N 4-((5-Chloro-7-(2-((2-(2,2-difluoroethyl)-3,5-dioxo-2,5-dihydro-1,2,4-Triazin-4(3H)-yl)methyl)thieno[3,2-b]pyridin-7-yl)-1H-indol-1-yl)methyl)piperidine-4-carbonitrile